ClC1=CC(=NC=N1)NC(=O)[C@H]1[C@@H](C1)C1=NC=CC(=N1)OC |r| rac-(1R,2R)-N-(6-chloropyrimidin-4-yl)-2-(4-methoxypyrimidin-2-yl)cyclopropane-1-carboxamide